(1s,3s)-3-((5-(1-(2,2-difluoroethyl)-1H-benzo[d][1,2,3]triazol-6-yl)-4-methoxy-7H-pyrrolo[2,3-d]pyrimidin-2-yl)amino)-1-methylcyclobutan-1-ol FC(CN1N=NC2=C1C=C(C=C2)C2=CNC=1N=C(N=C(C12)OC)NC1CC(C1)(O)C)F